N[C@H](C=1N=C2N(N=CC(=C2)[C@@H]([C@@H]2C(N[C@H](C2)C(F)(F)F)=O)O)C1)C1CCC(CC1)(F)F |o1:10,11,14| (3R*,5R*)-3-((R*)-(2-((S)-Amino(4,4-difluorocyclohexyl)methyl)imidazo[1,2-b]pyridazin-7-yl)(hydroxy)methyl)-5-(trifluoromethyl)pyrrolidin-2-one